4-((1R,3S)-3-hydroxycyclohexylamino)-2-((S)-tetrahydro-2H-pyran-3-ylamino)pyrimidine-5-carboxamide O[C@@H]1C[C@@H](CCC1)NC1=NC(=NC=C1C(=O)N)N[C@@H]1COCCC1